C(C)(C)(C)OC(NC1=NC(=CC(=C1)C=1COCC1)CN(C)C)=O (4-(2,5-Dihydrofuran-3-yl)-6-((dimethylamino)methyl)pyridin-2-yl)carbamic acid tert-butyl ester